N4-(benzo[d][1,3]dioxol-5-yl)-N1-(1-benzylpiperidin-4-yl)piperidine-1,4-dicarboxamide O1COC2=C1C=CC(=C2)NC(=O)C2CCN(CC2)C(=O)NC2CCN(CC2)CC2=CC=CC=C2